chloro(dimethyl)disilane Cl[Si]([SiH3])(C)C